C1(CC1)S(=O)(=O)NC=1SC=C(N1)C(C(=O)NC1=C(C=C(C=C1)C=1C=NC=C(C1)F)F)CC 2-(2-(cyclopropanesulfonylamino)thiazol-4-yl)-N-(2-fluoro-4-(5-fluoropyridin-3-yl)phenyl)butanamide